COC(=O)C1=C(C=CC(=C1C)OC)C1=CC=NC2=CC(=CC=C12)OC 4-(2-Methoxycarbonyl-4-methoxy-3-methylphenyl)-7-methoxyquinoline